CN(C(=O)OC=1C(=C(C=NC1C)COC1=C(OP(=O)=N[C@H](C(=O)OC(C)C)C)C=CC=C1)C=O)C (2S)-Isopropyl 2-(((5-(dimethylcarbamoyloxy)-4-formyl-6-methylpyridin-3-yl)methoxy)(phenoxy)phosphorylamino)propanoate